NC1=NC2=C(N1C[C@@H](CCCCC1=C(C=NN1C)C1=NC(=CC(=C1)C(=O)O)C)C)C=C(C=C2)Br 2-[5-[(5R)-6-(2-amino-6-bromo-benzimidazol-1-yl)-5-methyl-hexyl]-1-methyl-pyrazol-4-yl]-6-methyl-pyridine-4-carboxylic acid